(1R,3R)-1-(4-bromo-2-methoxyphenyl)-2-(2,2-difluoroethyl)-3-methyl-2,3,4,9-tetrahydro-1H-pyrido[3,4-b]indole BrC1=CC(=C(C=C1)[C@H]1N([C@@H](CC2=C1NC1=CC=CC=C21)C)CC(F)F)OC